CC1=CC(=CC=2N(C(=NC21)CCl)C[C@H]2OCC2)C(=O)O methyl-(S)-2-(chloromethyl)-1-(oxetan-2-ylmethyl)-1H-benzo[d]imidazole-6-carboxylic acid